ClC1=NC(=CC(=C1)C1=C(C=C(C#N)C=C1)C(=O)N1CC(C1)(F)F)OC(C)C 4-(2-chloro-6-propan-2-yloxypyridin-4-yl)-3-(3,3-difluoroazetidine-1-carbonyl)benzonitrile